11-(tetrahydrofuran-3-yl)undecanoic acid O1CC(CC1)CCCCCCCCCCC(=O)O